C(C1=CC=CC=C1)S[C-]1N=NN=N1 5-(benzylthio)-tetrazolide